CCOCCOCCOCCO ethoxytriethylene glycol